3-fluoro-4-hydroxy-5-(((4-methylpiperazin-1-yl)imino)methyl)-N-(4-(pyrrolidin-1-yl)phenyl)benzamide FC=1C=C(C(=O)NC2=CC=C(C=C2)N2CCCC2)C=C(C1O)C=NN1CCN(CC1)C